(((2R,3S,4R,5R)-3-acetoxy-5-(4-aminopyrrolo[2,1-f][1,2,4]triazin-7-yl)-5-cyano-4-hydroxytetrahydrofuran-2-yl)methoxy)methyl pivalate C(C(C)(C)C)(=O)OCOC[C@H]1O[C@@]([C@@H]([C@@H]1OC(C)=O)O)(C#N)C1=CC=C2C(=NC=NN21)N